C12(N=CC3=CC=CC=C13)CC2 Spiro[cyclopropane-1,1'-isoindole]